C(CCCCCCC\C=C/CCCCCCCC)O (9Z)-Octadec-9-en-1-ol